NC1=CC2=C(N(C(O2)=O)C)C=C1 6-amino-3-methylbenzo[d]oxazol-2(3H)-one